1-(4-(8-amino-3-cyclopropylimidazo[1,5-a]pyrazin-1-yl)-2-fluorophenyl)-3-(3-(tert-butyl)-1-(2,6-difluorophenyl)-1H-pyrazol-5-yl)urea NC=1C=2N(C=CN1)C(=NC2C2=CC(=C(C=C2)NC(=O)NC2=CC(=NN2C2=C(C=CC=C2F)F)C(C)(C)C)F)C2CC2